Cl.NCC1=NC=C(C=N1)C1=CC=C(C(=N1)OC)NC(=O)C=1C(=NOC1C)C1=CC=C(C=C1)F N-[6-[2-(Aminomethyl)pyrimidin-5-yl]-2-methoxy-3-pyridyl]-3-(4-fluorophenyl)-5-methyl-isoxazole-4-carboxamide hydrochloride